2-[6-(4-methanesulfonyl-benzyl)-2,6-diazaspiro[3.3]heptane-2-carbonyl]-7-oxa-2,5-diazaspiro[3.4]octan-6-one CS(=O)(=O)C1=CC=C(CN2CC3(CN(C3)C(=O)N3CC4(C3)NC(OC4)=O)C2)C=C1